C1(CC1)N1C=C(C(C2=CC(=C(C=C12)N1CCN(CC1)CC1=CC=CC2=CC=CC=C12)F)=O)C(=O)O 1-cyclopropyl-6-fluoro-7-(4-(naphthalen-1-ylmethyl)piperazin-1-yl)-4-oxo-1,4-dihydroquinoline-3-carboxylic acid